FP1(=NP(=NP(=N1)(OC1=CC=CC=C1)F)(F)F)F Pentafluoro(phenoxy)cyclotriphosphazene